2-ethyl-hexyl pelargonate C(CCCCCCCC)(=O)OCC(CCCC)CC